n-propionic acid CCC(=O)O